[Br-].CC(C)(C)[N+]1=CN(C=C1)C=C 3-(1,1-dimethylethyl)-1-vinyl-1H-imidazolium bromide